Trans-methyl 4-[1-[3-[4-[2-(2-amino-3-pyridyl)-5-phenyl-imidazo[4,5-b]pyridin-3-yl]phenyl]azetidin-1-yl]-2-methyl-propyl]cyclohexanecarboxylate NC1=NC=CC=C1C1=NC=2C(=NC(=CC2)C2=CC=CC=C2)N1C1=CC=C(C=C1)C1CN(C1)C(C(C)C)[C@@H]1CC[C@H](CC1)C(=O)OC